C(C(=C)C)(=O)OCCC1=C(C=CC=C1)C 2-(2-methylphenyl)ethyl methacrylate